FC1=CC=C2C=C(NC2=C1)C1=C(C(OC1(CCCCC)O)=O)C(=O)NOC 4-(6-fluoro-1H-indol-2-yl)-5-hydroxy-N-methoxy-2-oxo-5-pentyl-2,5-dihydrofuran-3-carboxamide